C(C)N1C=C(C(C2=CC(=C(C=C12)N1CCN(CC1)C(C)=O)F)=O)C(C=CC=1OC=CC1)=O 1-ethyl-6-fluoro-7-(4-acetylpiperazin-1-yl)-3-[3-(furan-2-yl)acryloyl]quinolin-4(1H)-one